N-[(4-cyclopropanesulfonamidopyridin-2-yl)methyl]-1-(6-ethoxypyrazin-2-yl)imidazole-4-carboxamide C1(CC1)S(=O)(=O)NC1=CC(=NC=C1)CNC(=O)C=1N=CN(C1)C1=NC(=CN=C1)OCC